(S)-N-(4-(5-(4-(2-azabicyclo[2.1.1]hexane-2-carbonyl)cyclohex-1-en-1-yl)-4-amino-7-methyl-7H-pyrrolo[2,3-d]pyrimidin-6-yl)phenyl)methacrylamide C12N(CC(C1)C2)C(=O)[C@@H]2CC=C(CC2)C2=C(N(C=1N=CN=C(C12)N)C)C1=CC=C(C=C1)NC(C(=C)C)=O